3-Glycidoxypropyltrimethoxy-silan C(C1CO1)OCCC[Si](OC)(OC)OC